2-[(7R)-7-amino-5-azaspiro[2.4]heptan-5-yl]-N-[(1H-benzimidazol-2-yl)methyl]-8-bromopyrazolo[1,5-a][1,3,5]triazin-4-amine N[C@H]1CN(CC12CC2)C2=NC=1N(C(=N2)NCC2=NC3=C(N2)C=CC=C3)N=CC1Br